methyl 5-((6-chloro-1-methyl-1H-pyrazolo[3,4-d]pyrimidin-3-yl)amino)-6-methylnicotinate ClC1=NC=C2C(=N1)N(N=C2NC=2C(=NC=C(C(=O)OC)C2)C)C